(1s,3r)-3-(aminomethyl)cyclobutan-1-ol NCC1CC(C1)O